tert-butyl N-(tert-butoxycarbonyl)-N-[6-(pyridin-2-ylamino)pyrimidin-4-yl]carbamate C(C)(C)(C)OC(=O)N(C(OC(C)(C)C)=O)C1=NC=NC(=C1)NC1=NC=CC=C1